(2R)-4-[(2R)-3-(3,4-dihydro-1H-isoquinolin-2-yl)-2-hydroxypropyl]-2-methyl-8-[(1-methyl-4-piperidinyl)oxy]-2,3-dihydro-1,4-benzoxazepin-5-one C1N(CCC2=CC=CC=C12)C[C@H](CN1C[C@H](OC2=C(C1=O)C=CC(=C2)OC2CCN(CC2)C)C)O